[(1R,4R)-4-[4-Amino-3-[4-[[(2-methoxybenzoyl)amino]methyl]phenyl]pyrazolo[3,4-d]pyrimidin-1-yl]cyclopent-2-en-1-yl] acetate C(C)(=O)O[C@H]1C=C[C@@H](C1)N1N=C(C=2C1=NC=NC2N)C2=CC=C(C=C2)CNC(C2=C(C=CC=C2)OC)=O